(S)-2-amino-N-(4-methoxyphenyl)-N-methyl-3-phenylpropionamide N[C@H](C(=O)N(C)C1=CC=C(C=C1)OC)CC1=CC=CC=C1